C(C1CC(C(CC1)N)C(C)(C)CC)C1CC(C(CC1)N)C(C)(C)CC 4,4'-methylenebis(2-(tert-pentyl)cyclohexylamine)